(R)-4-(1-(4-(2-methylbenzoylamino)-2-(trifluoromethyl)benzenesulfonylamino)ethyl)piperidine-1-carboxylic acid tert-butyl ester C(C)(C)(C)OC(=O)N1CCC(CC1)[C@@H](C)NS(=O)(=O)C1=C(C=C(C=C1)NC(C1=C(C=CC=C1)C)=O)C(F)(F)F